N12CC\N=C\C=N\CCN(CC\N=C\C=N\CC1)CC/N=C/C=N/CC2 (4E,6E,13E,15E,21E,23E)-1,4,7,10,13,16,21,24-octaazabicyclo[8.8.8]hexacosa-4,6,13,15,21,23-hexaene